[2-carboxy-2-methyl-1-[6-(trifluoromethyl)-3-pyridyl]propyl]ammonium chloride [Cl-].C(=O)(O)C(C(C=1C=NC(=CC1)C(F)(F)F)[NH3+])(C)C